(3R,3aS,6R,6aR)-2-methoxyhexahydro-3aH-cyclopenta[b]furan-3,3a,6-triol COC1[C@@H]([C@@]2([C@H](O1)[C@@H](CC2)O)O)O